methyl-4-(pyridin-4-ylethynyl)benzoic Acid CC1=C(C(=O)O)C=CC(=C1)C#CC1=CC=NC=C1